(1R)-1-(5-methyl-1,3,4-thiadiazol-2-yl)ethylamine hydrochloride Cl.CC1=NN=C(S1)[C@@H](C)N